7-(2-(4-phenoxybenzamido)acetyl)-1,4-dioxa-7-azaspiro[4.4]nonane-8-carboxamide O(C1=CC=CC=C1)C1=CC=C(C(=O)NCC(=O)N2CC3(OCCO3)CC2C(=O)N)C=C1